cyclopropylpyrido[e]indolone C1(CC1)C1=CC=2C(C3=CC=NC3=CC2)=NC1=O